ClC=1C=CC2=C(N(CC(O2)C(=O)NC23CC(C2)(C3)NC(COC3=CC(=C(C=C3)Cl)F)=O)C(CCSC)=O)C1 6-chloro-N-{3-[2-(4-chloro-3-fluorophenoxy)acetamido]bicyclo[1.1.1]pent-1-yl}-4-[3-(methylsulfanyl)propionyl]-3,4-dihydro-2H-1,4-benzoxazine-2-carboxamide